ClC1=CC=CC(=N1)/C=C/C(=O)O (2E)-3-(6-chloropyridin-2-yl)prop-2-enoic acid